2-(4-chloro-[1,1'-biphenyl]-2-yl)ethan-1-ol ClC1=CC(=C(C=C1)C1=CC=CC=C1)CCO